COC(C1=NC(=CC=C1NC(C)C=1C=C(C=C2C(C(C(=NC12)C1=CC=C(C=C1)OC)C)=O)C)Cl)=O 6-chloro-3-((1-(2-(4-methoxyphenyl)-3,6-dimethyl-4-oxo-3,4-dihydroquinolin-8-yl)ethyl)amino)picolinic acid methyl ester